2-(1-ethylhydrazino)pyrimidine hydrochloride Cl.C(C)N(N)C1=NC=CC=N1